S1C(=CC2=C1C=CC=C2)C2=NC1=C(C=C(C=C1C(=N2)Cl)C)C 2-(1-benzothien-2-yl)-4-chloro-6,8-dimethylquinazoline